C1(=CC=CC=C1)S(=O)([O-])=S.[Na+] sodium benzenethiosulphonate salt